O=C1COCCN1C1=C2CCN(CC2=CC=C1)C(=O)[O-] 5-(3-oxomorpholino)-3,4-dihydroisoquinoline-2(1H)-carboxylate